ClC1=CC=2N(C(N(CC2C=N1)C1=C(C(=CC(=C1F)OC)OC)F)=S)CC 7-chloro-3-(2,6-difluoro-3,5-dimethoxyphenyl)-1-ethyl-3,4-dihydropyrido[4,3-d]pyrimidine-2(1H)-thione